1-(5-fluoropyrimidin-2-yl)-1H-indole-6-carboxamide FC=1C=NC(=NC1)N1C=CC2=CC=C(C=C12)C(=O)N